2,2-dimethyl-1,3-propanediol tert-butyl-N-[(3R,4R)-1-(5-amino-1-cyclopropyl-indazol-4-yl)-4-methyl-pyrrolidin-3-yl]carbamate C(C)(C)(C)N(C(=O)OCC(CO)(C)C)[C@H]1CN(C[C@H]1C)C1=C2C=NN(C2=CC=C1N)C1CC1